(2S)-3-(4-methoxyphenyl)-2-[4-[[methyl-[[5-(2-pyridyl)-2-thienyl]sulfonyl]amino]methyl]triazol-1-yl]propanehydroxamic acid COC1=CC=C(C=C1)C[C@@H](C(=O)NO)N1N=NC(=C1)CN(S(=O)(=O)C=1SC(=CC1)C1=NC=CC=C1)C